CN(CCCCCCCCN(C(O)=O)CCCN(C)C)C (8-(dimethylamino)octyl)(3-(dimethylamino)propyl)carbamic acid